C1(CC1)C1=C2C(C3C=CC(C=CC13)C(CN(C2)[SH4]OOC2=CC=C(C=C2)C)=O)=O 2-cyclopropyl-12-[(4-methylphenyl)dioxy-λ6-thio]-12-azatricyclo[4.4.4.03,9]tetradec-1(2),4,7-triene-10,14-dione